FC=1C(=NC(=C(C1)F)N[C@H]1CNCC[C@@H]1F)C1=CN=C2N1C=CC(=C2)C(=O)NC2(CC2)CC 3-(3,5-difluoro-6-(((3S,4S)-4-fluoropiperidin-3-yl)amino)pyridin-2-yl)-N-(1-ethylcyclopropyl)imidazo[1,2-a]pyridine-7-carboxamide